C(O)(O)=O.C(C=C)(=O)OCCCC butyl acrylate carbonate